2-[4-[2-(dimethylamino)ethoxy]anilino]-8-(3-hydroxycyclobutyl)-6-(5-methyl-4-prop-2-enoyl-2,3-dihydroquinoxalin-1-yl)pyrido[2,3-d]pyrimidin-7-one CN(CCOC1=CC=C(NC=2N=CC3=C(N2)N(C(C(=C3)N3CCN(C2=C(C=CC=C32)C)C(C=C)=O)=O)C3CC(C3)O)C=C1)C